BrC1=C(N=CC(=N1)C=1C(=CC(=C(C(=O)NC2CC2)C1)F)C)N[C@H](CO)C (S)-5-(6-bromo-5-((1-hydroxypropan-2-yl)amino)pyrazin-2-yl)-N-cyclopropyl-2-fluoro-4-methylbenzamide